ClC=1C(=C(C(=CC1)N1N=NN=C1)/C=C/C(=O)N1C(C2=CC=CC(=C2CC1)N(C(COC)=O)C)C(=O)N1CCCC1)F (E)-N-(2-(3-(3-chloro-2-fluoro-6-(1H-tetrazole-1-yl)phenyl)acryloyl)-1-(pyrrolidine-1-carbonyl)-1,2,3,4-tetrahydroisoquinoline-5-yl)-2-methoxy-N-methylacetamide